[Na].N1(CCOCC1)CC(CS(=O)(=O)O)O 3-(N-morpholinyl)-2-hydroxy-propanesulfonic acid sodium